BrC1=CC=C(C=N1)C(C)NC(=O)C1=CC(=NN1C)C(F)(F)F N-(1-(6-bromopyridin-3-yl)ethyl)-1-methyl-3-(trifluoromethyl)-1H-pyrazole-5-carboxamide